2-methyl-4-(pyridin-3-ylmethoxy)butan-2-ol CC(C)(CCOCC=1C=NC=CC1)O